C(C1=CC=CC=C1)N1CC=2C=CC(NC2CC1)=O 6-benzyl-5,6,7,8-tetrahydro-1,6-naphthyridin-2(1H)-one